C1=CC=CC=2C3=CC=CC=C3C(C12)COC(=O)NCCCC[C@H](NC(C1=CC(=CC(=C1)C=1C=NC(=NC1)S(=O)(=O)C)C=1C=NC(=NC1)S(=O)(=O)C)=O)C(=O)O N6-(((9H-fluoren-9-yl)methoxy)carbonyl)-N2-(3,5-bis(2-(methylsulfonyl)pyrimidin-5-yl)benzoyl)-L-lysine